C(C#C)OC(=O)NCCCC[C@H](N)C(=O)O N6-((prop-2-yn-1-oxy)carbonyl)-L-lysine